OC(COC1=CC=C(C=N1)N1CC=2C(=NC(=CC2C1=O)C)C1=C(C=CC=C1)OCC(F)(F)F)(C)C 2-[6-(2-hydroxy-2-methylpropoxy)pyridin-3-yl]-6-methyl-4-[2-(2,2,2-trifluoroethoxy)phenyl]-2,3-dihydro-1H-pyrrolo[3,4-c]pyridin-1-one